FC(C1=CC=C(C=N1)C=O)(F)F 6-(trifluoromethyl)-pyridine-3-carbaldehyde